C(C)N1CC2=CC(=C(C=C2CC1)OC)NC=1N=NC(=C(N1)NC1=NC=CC=C1OC)C(=O)N ((2-Ethyl-6-methoxy-1,2,3,4-tetrahydroisoquinolin-7-yl)amino)-5-((3-methoxypyridin-2-yl)amino)-1,2,4-triazine-6-carboxamide